6-methoxy-7-methyl-1,2-dihydroquinolin-2-one COC=1C=C2C=CC(NC2=CC1C)=O